ClC1=CC=2C=3C=CC(=CC3N(C(N(C2N=C1)CC)=O)C1=C(C=C(C=C1F)NCCNCC(C)O)F)C#N 4-chloro-10-[2,6-difluoro-4-({2-[(2-hydroxypropyl)amino]ethyl}amino)phenyl]-8-ethyl-9-oxo-6,8,10-triazatricyclo[9.4.0.02,7]pentadeca-1(11),2(7),3,5,12,14-hexaene-13-carbonitrile